FC=1C=C(C#N)C=C(C1)OCC(COCCCCCCCCCCCCCCCCCC)COC(C1=CC=CC=C1)(C1=CC=CC=C1)C1=CC=CC=C1 3-fluoro-5-(3-(octadecyloxy)-2-((trityloxy)methyl)propoxy)benzonitrile